7-[2-fluoro-4-[3-(2-oxa-5-azabicyclo[2.2.2]octan-5-yl)propoxy]phenoxy]-1-methyl-indazole-5-carboxamide FC1=C(OC=2C=C(C=C3C=NN(C23)C)C(=O)N)C=CC(=C1)OCCCN1C2COC(C1)CC2